BrC1=C(CCNC(C)=O)C=C(C=C1)F N-(2-bromo-5-fluorophenethyl)acetamide